S(=O)(=O)([O-])[O-].[NH4+].[NH4+] ammonium monosulfate